FC1(CCN(CC1)C=1SC2=C(N1)C=CC=C2)CN2C[C@@H](C([C@@H](C2)OCC2=CC=CC=C2)OCC2=CC=CC=C2)OCC2=CC=CC=C2 2-(4-fluoro-4-(((3S,4r,5R)-3,4,5-tris(benzyloxy)piperidin-1-yl)methyl)piperidin-1-yl)benzo[d]thiazole